ClC1=NC(=CC(=C1)C(C1CCC(CC1)N(C(OC(C)(C)C)=O)C)(F)F)Cl Tert-butyl N-[4-[(2,6-dichloro-4-pyridyl)-difluoro-methyl]cyclohexyl]-N-methyl-carbamate